9,9-bis[3,4-bis(hydroxybutoxy)phenyl]fluorene OCCCCOC=1C=C(C=CC1OCCCCO)C1(C2=CC=CC=C2C=2C=CC=CC12)C1=CC(=C(C=C1)OCCCCO)OCCCCO